rac-trans-N-(4-((1-(3-chlorophenyl-ethyl)-4-methylpyrrolidin-3-yl)methoxy)phenyl)-N-methylmethanesulfonamide ClC=1C=C(C=CC1)CCN1C[C@H]([C@@H](C1)C)COC1=CC=C(C=C1)N(S(=O)(=O)C)C |r|